(3-(3,5-difluorophenyl)-2,7-dimethyl-2,4,5,7-tetrahydro-6H-pyrazolo[3,4-c]pyridin-6-yl)(quinolin-6-yl)methanone FC=1C=C(C=C(C1)F)C=1N(N=C2C(N(CCC21)C(=O)C=2C=C1C=CC=NC1=CC2)C)C